NC1=NC(=NC=C1CN(C=O)C(C)=C(CCOP(=O)(O)O)\S=C(\C1=CC(=CC=C1)Cl)/[O-])C (Z)-S-(2-(N-((4-amino-2-methylpyrimidin-5-yl)methyl)formamido)-5-(phosphonooxy)pent-2-en-3-yl)3-chlorobenzothioate